1-(5-(benzofuran-4-ylamino)-7-(methylamino)pyrazolo[1,5-a]pyrimidin-3-yl)-3-((1R,2S)-2-fluorocyclopropyl)urea O1C=CC2=C1C=CC=C2NC2=NC=1N(C(=C2)NC)N=CC1NC(=O)N[C@H]1[C@H](C1)F